NC1=CC=C(C=C1)C=1C(=C(C=2CC3=CC(=CC=C3C2C1)S(=O)(=O)O)C1=CC=C(C=C1)N)S(=O)(=O)O bis(4-aminophenyl)fluorene-2,7-disulfonic acid